1,2-dihydroquinazoline-6-carbonitrile N1CN=CC2=CC(=CC=C12)C#N